C(C(=O)[O-])(=O)OCCCCN(C)C dimethylaminobutyl oxalate